(E)-4,4-difluoro-N-[[4-(hydroxymethyl)-1-[4-(trifluoromethoxy)phenyl]pyrazolo[3,4-b]pyridin-3-yl]methyl]but-2-enamide (S)-1-(4-methylbenzyl)-2-oxopyrrolidin-3-yl-methanesulfonate CC1=CC=C(CN2C([C@H](CC2)CS(=O)(=O)O)=O)C=C1.FC(/C=C/C(=O)NCC1=NN(C2=NC=CC(=C21)CO)C2=CC=C(C=C2)OC(F)(F)F)F